(R)-2,2-dimethyl-7-(2-((1,1,1-trifluoropropan-2-yl)amino)-7H-pyrrolo[2,3-d]pyrimidin-5-yl)chroman-4-one CC1(OC2=CC(=CC=C2C(C1)=O)C1=CNC=2N=C(N=CC21)N[C@@H](C(F)(F)F)C)C